6-(1-(2-(dimethylamino)-2-oxoethyl)-2-oxo-1,2-dihydropyridin-4-yl)-2-methylquinolin-4-yl trifluoro-methanesulfonate FC(S(=O)(=O)OC1=CC(=NC2=CC=C(C=C12)C1=CC(N(C=C1)CC(=O)N(C)C)=O)C)(F)F